ClC1=C2C(=NC=C1C(OC)OC)N(C=C2)S(=O)(=O)C2=CC=CC=C2 4-chloro-5-(dimethoxymethyl)-1-(phenylsulfonyl)-1H-pyrrolo[2,3-b]pyridine